6-(bis(4-methoxybenzyl)amino)-5-bromo-N-hydroxynicotinimidamide COC1=CC=C(CN(C2=NC=C(C(NO)=N)C=C2Br)CC2=CC=C(C=C2)OC)C=C1